FC1=C(C(=C(C#N)C(=C1)C1=NN(C=C1)C)N1CCC(CC1)C1=NN=CN1C)C=1C=NC(=CC1)F 4-fluoro-3-(6-fluoropyridin-3-yl)-6-(1-methyl-1H-pyrazol-3-yl)-2-(4-(4-methyl-4H-1,2,4-triazol-3-yl)piperidin-1-yl)benzonitrile